COC=1C=C(C=C(C1OC)OC)N1C([C@H]([C@@H]1C1=CC(=C(C=C1)OC)O)CBr)=O (3S,4R)-1-(3,4,5-trimethoxyphenyl)-4-(3-hydroxy-4-methoxyphenyl)-3-bromomethylazetidin-2-one